2-(pyridin-2-ylsulfonyl)-1,2,3,4,5,6-hexahydropyrrolo[3,4-c]pyrrole N1=C(C=CC=C1)S(=O)(=O)N1CC=2CNCC2C1